FC(C(=O)O)(F)F.NCC(CC=1N(C(NN1)=O)C1=NC=C(C=C1C)C1=CC(=CC=C1)C=1C=NN(C1)CC)=C(F)F [2-(aminomethyl)-3,3-difluoro-allyl]-4-[5-[3-(1-ethylpyrazol-4-yl)phenyl]-3-methyl-2-pyridinyl]-1,2,4-triazol-3-one trifluoroacetate salt